(S)-5,5-Dimethyl-2-((2S,3S)-3-methyl-2-((R)-morpholine-3-carboxamido)pentanamido)hexanoic acid CC(CC[C@@H](C(=O)O)NC([C@H]([C@H](CC)C)NC(=O)[C@@H]1NCCOC1)=O)(C)C